CC=1C=C(C=CC1)C1=NN2C(NCC(C2)CN(C)C)=C1C=1C=CC(N(N1)C1=C(C=CC=C1)C)=O (+)-6-{2-(3-methylphenyl)-6-[(dimethylamino)methyl]-4,5,6,7-tetrahydropyrazolo[1,5-a]pyrimidin-3-yl}-2-(2-methylphenyl)pyridazin-3(2H)-one